COC(=O)C1=CN(C=C1)C1=CC=C(C=C1)C#N 1-(4-cyanophenyl)-1H-pyrrole-3-carboxylic acid methyl ester